(5S,7S)-7-fluoro-5-(3-fluorophenyl)-2-[(1S,2S)-2-fluorocyclopropyl]sulfonyl-6,7-dihydro-5H-pyrrolo[1,2-b][1,2,4]triazole F[C@H]1C[C@H](N2N=C(N=C21)S(=O)(=O)[C@@H]2[C@H](C2)F)C2=CC(=CC=C2)F